NC1=CC(=C(C(=O)O)C=C1S(=O)(=O)CC)OC 4-amino-5-ethylsulfonyl-2-methoxybenzoic acid